2-benzyl-N-(5-methyl-4-oxo-2,3,4,5-tetrahydropyrido[3,2-b][1,4]oxazepin-3-yl)-1H-imidazole-5-carboxamide C(C1=CC=CC=C1)C=1NC(=CN1)C(=O)NC1C(N(C2=C(OC1)C=CC=N2)C)=O